N12C[C@H](C(CC1)CC2)OC=2C=C(C(=O)N[C@H](C)C=1C=NC(=CC1)C(F)(F)F)C=C(C2)C=2SC(=CN2)C 3-[(3S)-1-azabicyclo[2.2.2]oct-3-yloxy]-5-(5-methyl-1,3-thiazol-2-yl)-N-{(1R)-1-[6-(trifluoromethyl)pyridin-3-yl]ethyl}benzamide